2-(3-(3-((4-methyl-4H-1,2,4-triazol-3-yl)methyl)oxetan-3-yl)phenyl)-4-(trifluoromethyl)-6-(3-(trifluoromethyl)azetidin-1-yl)isoindolin-1-one CN1C(=NN=C1)CC1(COC1)C=1C=C(C=CC1)N1C(C2=CC(=CC(=C2C1)C(F)(F)F)N1CC(C1)C(F)(F)F)=O